C(CCCCCCCCCCCCCCCCC)(=O)N.C(CCC(=O)O)(=O)O succinic acid monooctadecanoamide